O[C@@H](CN1C[C@@H]2[C@](C1)(C[C@H](C2)OC2=CC=CC=C2)O)C=2C=C1CCC(NC1=CC2)=O 6-((R)-1-hydroxy-2-((3as,5s,6ar)-3a-hydroxy-5-phenoxyhexahydrocyclopenta[c]pyrrol-2(1H)-yl)ethyl)-3,4-dihydroquinolin-2(1H)-one